N-(6-(1H-pyrazol-1-yl)-5-(trifluoromethyl)pyridin-3-yl)-1-(2-carbonyl-1,2-dihydropyrrolo[4,3,2-ij]isoquinolin-6-yl)-5-(trifluoromethyl)-1H-pyrazole-4-carboxamide N1(N=CC=C1)C1=C(C=C(C=N1)NC(=O)C=1C=NN(C1C(F)(F)F)C1=CN=C2C3=C(C=CC=C13)C(N2)=C=O)C(F)(F)F